[Si](C)(C)(C(C)(C)C)O[C@H]1CN(C[C@@H]1NC1=CC(=CC(=C1)Cl)Cl)C(=O)OC(C)(C)C tert-butyl (3S,4S)-3-((tert-butyldimethylsilyl)oxy)-4-((3,5-dichlorophenyl)amino)pyrrolidine-1-carboxylate